4-{2-[({4-[2-(2-aminopyridin-3-yl)-5-(pyridin-4-yl)imidazo[4,5-b]pyridin-3-yl]phenyl}methyl)amino]ethyl}-2-hydroxybenzaldehyde NC1=NC=CC=C1C1=NC=2C(=NC(=CC2)C2=CC=NC=C2)N1C1=CC=C(C=C1)CNCCC1=CC(=C(C=O)C=C1)O